C1(CC1)C1=NC=C(C(=N1)OC[C@@H]1CN(CC1)C1=NC(=CC=C1)OC)C#N (S)-2-cyclopropyl-4-((1-(6-methoxypyridin-2-yl)pyrrolidin-3-yl)methoxy)pyrimidine-5-carbonitrile